pentylammonium hypophosphite [PH2](=O)[O-].C(CCCC)[NH3+]